di-tert-butyl-bis-(2-ethoxyethoxy)silane C(C)(C)(C)[Si](OCCOCC)(OCCOCC)C(C)(C)C